(6-(3,5-dimethylisoxazol-4-yl)-1H-pyrrolo[3,2-b]pyridin-3-yl)(pyridin-2-yl)methanol CC1=NOC(=C1C=1C=C2C(=NC1)C(=CN2)C(O)C2=NC=CC=C2)C